(1R,5S,6r)-N-methyl-N-(1-methylcyclopropyl)-3-(1-(propan-2-yl)-1H-imidazole-4-carbonyl)-3-azabicyclo[3.1.0]hexane-6-carboxamide CN(C(=O)C1[C@H]2CN(C[C@@H]12)C(=O)C=1N=CN(C1)C(C)C)C1(CC1)C